(S)-8,8-Dimethyl-2-oxo-7,8-dihydro-2H,6H-pyrano[3,2-g]chromen-7-yl (E)-3-(pyridin-4-yl)acrylat N1=CC=C(C=C1)/C=C/C(=O)O[C@H]1CC=2C=C3C=CC(OC3=CC2OC1(C)C)=O